(2R,5S)-5-(aminomethyl)-2-[4-[4-(trifluoromethoxy)phenoxy]phenyl]-1,4-thiazepan-3-one NC[C@H]1NC([C@H](SCC1)C1=CC=C(C=C1)OC1=CC=C(C=C1)OC(F)(F)F)=O